Cl.N1N=CC(=C1)B(O)O 1H-pyrazol-4-ylboronic acid hydrochloride